C(C)NC(=O)C1=CC(=NN1[C@@H](C)C1=CC=CC=C1)C(=O)NC (S)-N5-ethyl-N3-methyl-1-(1-phenylethyl)-1H-pyrazole-3,5-dicarboxamide